Cl.COC(=O)C1CC2(C1)CC(C2)NC 6-(methylamino)spiro[3.3]heptane-2-carboxylic acid methyl ester hydrochloride